(R)-N-(3,3-difluoro-1-methylpiperidin-4-yl)-5-(1-(2,2-difluoroethyl)-4-fluoro-1H-benzo[d]imidazol-6-yl)-6-fluoro-4-(methoxy-d3)pyrrolo[2,1-f][1,2,4]triazin-2-amine FC1(CN(CC[C@H]1NC1=NN2C(C(=N1)OC([2H])([2H])[2H])=C(C(=C2)F)C=2C=C(C1=C(N(C=N1)CC(F)F)C2)F)C)F